P(=O)(OCCOC(C(=C)C)=O)(OCCOC(C(=C)C)=O)OCCOC(C(=C)C)=O tri[2-(methacryloyloxy) ethyl] phosphate